C1(=CC=CC=C1)C=1N=C(C(C2=C(N1)C=CC=C2)=C(C)C)C2=CC=CC=C2 2,4-Diphenyl-5-(propan-2-ylidene)-5H-benzo[d][1,3]diazepine